2-(3-fluorophenyl)-4-(3,5-difluorophenyl)imidazole FC=1C=C(C=CC1)C=1NC=C(N1)C1=CC(=CC(=C1)F)F